[Si].[C].OCCNC1=C2C(=NC=C1)N(N=C2CNC(C=C)=O)C2=CC=C(C=C2)OC(F)(F)F N-[[4-(2-hydroxyethylamino)-1-[4-(trifluoromethoxy)phenyl]pyrazolo[3,4-b]pyridin-3-yl]methyl]prop-2-enamide carbon silicon